(4-(1H-indol-3-yl)furan-2-yl)-4-oxobutanoic acid N1C=C(C2=CC=CC=C12)C=1C=C(OC1)C(C(=O)O)CC=O